ClC1=C(C=CC(=C1)O)NC(=O)NC1=CC(=CC=C1)OC(F)(F)F 1-(2-chloro-4-hydroxyphenyl)-3-(3-(trifluoromethoxy)phenyl)urea